OCC(CO)O[C@@]1(O[C@@H]([C@@H]([C@@H]([C@H]1O)O)O)CO)F (2S,3R,4S,5R,6R)-2-[(1,3-dihydroxypropan-2-yl)oxy]-6-(hydroxymethyl)oxacyclohexan-3,4,5-triol(fluoridol)